(3-amino-2,4-difluorophenyl)-(5-bromo-1H-pyrazolo[3,4-b]pyridin-3-yl)methanone NC=1C(=C(C=CC1F)C(=O)C1=NNC2=NC=C(C=C21)Br)F